(S)-1-(3-((3-(trifluoromethyl)phenyl)ethynyl)pyrrolidin-1-yl)prop-2-en-1-one FC(C=1C=C(C=CC1)C#C[C@H]1CN(CC1)C(C=C)=O)(F)F